CC1=CC=C(C=C1)S(=O)(=O)OCC1OCCCC1 (tetrahydro-2H-pyran-2-yl)methyl 4-methylbenzenesulfonate